C(C)(C)(C)OC(=O)N1[C@H](CCCC1)C(NCC1=CC=C(C=C1)C(F)(F)F)=O (R)-2-((4-(trifluoromethyl)benzyl)carbamoyl)piperidine-1-carboxylic acid tert-butyl ester